3-methyl-5-phenylcyclohexanone CC1CC(CC(C1)C1=CC=CC=C1)=O